1,3,5-tris((2-(3-(3-(trifluoromethyl)-3H-diazirin-3-yl)phenoxy)ethoxy)methyl)benzene FC(C1(N=N1)C=1C=C(OCCOCC2=CC(=CC(=C2)COCCOC2=CC(=CC=C2)C2(N=N2)C(F)(F)F)COCCOC2=CC(=CC=C2)C2(N=N2)C(F)(F)F)C=CC1)(F)F